CCS(=O)(=O)OC1(CCN(CC1)N1C(=NC=2C1=C1C(=NC2)N(C=C1)S(=O)(=O)C1=CC=C(C)C=C1)C(C)O)C (1-(2-(1-hydroxyethyl)-6-p-toluenesulfonylimidazo[4,5-d]pyrrolo[2,3-b]pyridin-1(6H)-yl)-4-methylpiperidin-4-yl) methylmethanesulfonate